(S)-N-(1-(furo[3,2-c]pyridin-4-yloxy)-2-methyl-propan-2-yl)-2-(1-methyl-pyrrolidin-2-yl)acetamide O1C=CC=2C(=NC=CC21)OCC(C)(C)NC(C[C@H]2N(CCC2)C)=O